7-bromo-2-methylbenzo[d]thiazole BrC1=CC=CC=2N=C(SC21)C